tert-butyl ((5-cyano-8-(4-(trifluoromethoxy)phenyl)quinoxalin-6-yl)methyl)carbamate C(#N)C1=C2N=CC=NC2=C(C=C1CNC(OC(C)(C)C)=O)C1=CC=C(C=C1)OC(F)(F)F